ClC1=C(C=CC=C1)C1=CC=2NC(N(C(C2S1)=O)C1=CN=CC2=CC=C(C=C12)OC)=O 6-(2-Chlorophenyl)-3-(6-methoxyisoquinolin-4-yl)thieno[3,2-d]pyrimidine-2,4(1H,3H)-dione